BrC1=C2C(=NC(=NC2=C(C=C1)F)Cl)Cl 5-bromo-2,4-dichloro-8-fluoroquinazoline